C(CCCCCCC\C=C/C\C=C/CCCCC)(=O)OCCCCCCCC\C=C/C[C@H](O)CCCCCC ricinoleyl linoleate